2-(4-iodophenyl)-4-(trifluoromethyl)-1H-imidazole IC1=CC=C(C=C1)C=1NC=C(N1)C(F)(F)F